FC(C1=NN=C(S1)NC(=O)C1=NN2C(C(N(CC2)CC=2C(=NC(=CC2)F)C)=O)=C1C1CC1)F 3-cyclopropyl-5-(6-fluoro-2-methylpyridin-3-ylmethyl)-4-oxo-4,5,6,7-tetrahydropyrazolo[1,5-a]pyrazine-2-carboxylic acid (5-difluoromethyl[1,3,4]thiadiazol-2-yl) amide